C(C)(C)(C)OC(=O)N1CCC(CC1)C=1SC(=C(N1)CCO)C1=NC(=NC=C1O)Cl.CC(CCCCCCCCCCC)(C)S(=O)(=O)[O-].[Na+] sodium 1,1-dimethyldodecyl-sulfonate tert-butyl-4-(5-(2-chloro-5-hydroxypyrimidin-4-yl)-4-(2-hydroxyethyl)thiazol-2-yl)piperidine-1-carboxylate